C[C@@]1(C(NCC1)=O)C=1OC(=NN1)C1=C2N(N=C1NC=1C=NC(=CC1)C(F)(F)F)CCC2 (S)-3-Methyl-3-(5-(2-((6-(trifluoromethyl)pyridin-3-yl)amino)-5,6-dihydro-4H-pyrrolo[1,2-b]pyrazol-3-yl)-1,3,4-oxadiazol-2-yl)pyrrolidin-2-one